ON=C(CC)N N'-hydroxypropionamidine